C(C1=CC=CC=C1)NC1=C2N=CN(C2=NC(=N1)C=1C=NC=NC1)[C@H]1[C@@H]([C@@H]([C@H](O1)C(=O)NC)O)O (2S,3S,4R,5R)-5-(6-(benzylamino)-2-(pyrimidin-5-yl)-9H-purin-9-yl)-3,4-dihydroxyl-N-methyltetrahydrofuran-2-carboxamide